BrC=1C(=C(C=2C=CC=NC2C1)C(=O)OC)F methyl 7-bromo-6-fluoroquinoline-5-carboxylate